5,5-difluoro-2,2-dimethylOxycyclohexane-1-one FC1(CCC(C(C1)=O)(OC)OC)F